7-fluoro-2-(indolin-1-ylmethyl)-6-methoxy-3H-quinazolin-4-one FC1=C(C=C2C(NC(=NC2=C1)CN1CCC2=CC=CC=C12)=O)OC